C(C)OC1=C(C=CC=C1)C1CCN(CC1)[C@H]1CC2(CN(C2)C(=O)C2COC2)CC1 (R)-(6-(4-(2-ethoxyphenyl)piperidin-1-yl)-2-azaspiro[3.4]oct-2-yl)(oxetan-3-yl)methanone